1-(4-methylpiperazin-1-yl)tetradecan-1-one CN1CCN(CC1)C(CCCCCCCCCCCCC)=O